vinyl-monoacetoxysilane 3-[methyl(6-[4-[1-(oxan-2-yl)pyrazol-4-yl]-2-oxo-1,3-dihydroindol-7-yl]pyridazin-3-yl)amino]-8-azabicyclo[3.2.1]octane-8-carboxylate CN(C1CC2CCC(C1)N2C(=O)O)C=2N=NC(=CC2)C=2C=CC(=C1CC(NC21)=O)C=2C=NN(C2)C2OCCCC2.C(=C)[SiH2]OC(C)=O